(2S,4R)-6-chloro-4-hydroxy-N-[(1S,2R,4S,5R)-5-(2-{[cis-3-(trifluoromethoxy)cyclobutyl]oxy}acetamido)bicyclo[2.2.1]heptan-2-yl]-3,4-dihydro-2H-1-benzopyran-2-carboxamide ClC=1C=CC2=C([C@@H](C[C@H](O2)C(=O)N[C@H]2[C@@H]3C[C@H]([C@H](C2)C3)NC(CO[C@@H]3C[C@@H](C3)OC(F)(F)F)=O)O)C1